C(CCCCC(C)C)OC(=O)C1C(CCCC1)C(=O)O cyclohexane-1,2-dicarboxylic acid isooctyl ester